N1(CC2(C3=CC=CC=C13)CCCCC2)C(C)C2=CC=C(C=C2)S(=O)(=O)N(C)C 4-(1-{1',2'-dihydrospiro[cyclohexane-1,3'-indol]-1'-yl}ethyl)-N,N-dimethylbenzene-1-sulfonamide